3-(2-chloro-4'-((6-methyl-2-oxopyridin-1(2H)-yl)methyl)-[1,1'-biphenyl]-3-yl)piperidine-2,6-dione ClC1=C(C=CC=C1C1C(NC(CC1)=O)=O)C1=CC=C(C=C1)CN1C(C=CC=C1C)=O